FC1=C2C(=NC=C1F)NC(=C2)C(=O)N[C@@H]2[C@H]([C@H]1C(CC2C1)(C)C)C 4,5-difluoro-N-[(1S,2S,3S,5R)-2,6,6-trimethylnorborn-3-yl]-1H-pyrrolo[2,3-b]pyridine-2-carboxamide